CN(C1=C2C=C(N(C2=CC=C1)CC(F)(F)F)C#CCN(C(OC(C)(C)C)=O)C1=C(C=C(C=C1)S(=O)(=O)C)OC)C tert-butyl (3-(4-(dimethylamino)-1-(2,2,2-trifluoroethyl)-1H-indol-2-yl)prop-2-yn-1-yl)(2-methoxy-4-(methylsulfonyl)phenyl)carbamate